7-methyl-3-(2-{[piperidin-3-yl]amino}-5-(trifluoromethyl)pyrimidin-4-yl)-1H,4H,5H,6H,7H,8H-pyrrolo[2,3-c]azepine-4,8-dione CN1C(C2=C(C(CC1)=O)C(=CN2)C2=NC(=NC=C2C(F)(F)F)NC2CNCCC2)=O